ClC1=C2C(=NC=C1)NC(=C2C2=CC=C1CCCN(C1=C2)C(C=C)=O)C2=CC(=CC=C2)CN2CCN(CC2)C 1-(7-(4-chloro-2-(3-((4-methylpiperazin-1-yl)methyl)phenyl)-1H-pyrrolo[2,3-b]pyridin-3-yl)-3,4-dihydroquinolin-1(2H)-yl)prop-2-en-1-one